NCC1=CC=C(CN2/C(/SC=C2)=N/C(=O)C2=CNC3=NC=CC=C32)C=C1 (Z)-N-(3-(4-(aminomethyl)benzyl)thiazol-2(3H)-ylidene)-1H-pyrrolo[2,3-b]pyridine-3-carboxamide